methyl 4-(phenylmethylsulfanyl)-1-(4-fluorophenyl)-1H-indazole-6-carboxylate C1(=CC=CC=C1)CSC1=C2C=NN(C2=CC(=C1)C(=O)OC)C1=CC=C(C=C1)F